2-[[(2R,3S,4R,5S)-3-(3,4-Difluoro-2-methoxy-phenyl)-4,5-dimethyl-5-(trifluoromethyl)tetrahydrofuran-2-carbonyl]amino]pyridin-4-carboxamid FC=1C(=C(C=CC1F)[C@H]1[C@@H](O[C@@]([C@@H]1C)(C(F)(F)F)C)C(=O)NC1=NC=CC(=C1)C(=O)N)OC